C(C=C)(=O)N[C@@H]1CN(C[C@H](C1)F)C1=C2C(=C(NC2=C(C=C1F)C(=O)N)C)C(F)F 4-((3S,5S)-3-acrylamido-5-fluoropiperidin-1-yl)-3-(difluoromethyl)-5-fluoro-2-methyl-1H-indole-7-carboxamide